(5-ethoxy-1,3,4-thiadiazol-2-yl)-4-(2-fluoro-6-methoxy-3-methylphenyl)-6-methylnicotinamide C(C)OC1=NN=C(S1)C1=C(C(=O)N)C(=CC(=N1)C)C1=C(C(=CC=C1OC)C)F